NC12CCC(CC1)(C2)NC(CN2N=C(C(=CC2=O)OCC(C)C)C(C)C)=O N-((1r,4r)-4-aminobicyclo[2.2.1]heptan-1-yl)-2-(4-isobutoxy-3-isopropyl-6-oxopyridazin-1(6H)-yl)acetamide